FC1=CC=C(C(=O)[C@]2([C@@](CCCC2)(N)C(C2=CC=C(C=C2)F)=O)N)C=C1 bis(4-fluorobenzoyl)-cis-1,2-cyclohexanediamine